tert-butyl (4-hydroxybicyclo[2.2.2]octan-1-yl)carbamate OC12CCC(CC1)(CC2)NC(OC(C)(C)C)=O